NC=1C=C(C=C2C=C(NC12)C1=CC=CC=C1)C(=O)N(CC)CC 7-Amino-N,N-diethyl-2-phenyl-1H-indol-5-carboxamide